3-amino-4-phenylbutan-1-ol NC(CCO)CC1=CC=CC=C1